ClC=1C=C(CNC([C@@H](CC(C)C)NCC(CCC2=CC=CC=C2)=O)=O)C=CC1Cl (R)-N-(3,4-dichlorobenzyl)-4-methyl-2-((2-oxo-4-phenylbutyl)amino)pentanamide